tert-butyl 4-(5-((4-((6,7-difluoroquinolin-3-yl)amino)pyrimidin-2-yl)amino)-3-methoxypyridin-2-yl)-2-(trifluoromethyl)piperazine-1-carboxylate FC=1C=C2C=C(C=NC2=CC1F)NC1=NC(=NC=C1)NC=1C=C(C(=NC1)N1CC(N(CC1)C(=O)OC(C)(C)C)C(F)(F)F)OC